Diphenyl Cyclohexanedicarboxylate C1(CCCCC1)(C(=O)OC1=CC=CC=C1)C(=O)OC1=CC=CC=C1